SCCCOCC(COCCCS)OCCCS 1,2,3-tris(3-mercaptopropoxy)propane